sebacic acid 1,2-ethylene ester C1COC(CCCCCCCCC(=O)O1)=O